(3R,5aS,6R,8aS,9R,10R,12R,12aR)-N-(2-methoxyethyl)-3,6,9-trimethyldecahydro-12H-3,12-epoxypyrano[4,3-j][1,2]benzodioxepin-10-carboxamide COCCNC(=O)[C@H]1[C@@H]([C@@H]2CC[C@H]([C@@H]3CC[C@]4(OO[C@]32[C@H](O1)O4)C)C)C